C1CC12CN(CCC2)CC(=O)NC=2C=C(C(=NC2)C)NC(=O)C=2C=C1C(=NC2)NC(=C1)C=1C=NN(C1)C N-(5-(2-(5-azaspiro[2.5]octan-5-yl)acetamido)-2-methylpyridin-3-yl)-2-(1-methyl-1H-pyrazol-4-yl)-1H-pyrrolo[2,3-b]pyridine-5-carboxamide